ClC=1C=C(C=C(C1)S(=O)(=O)C)NC(=O)C1=CN(C(=C1)C)C1=NC=C(C=C1)F N-(3-chloro-5-(methylsulfonyl)phenyl)-1-(5-fluoropyridin-2-yl)-5-methyl-1H-pyrrole-3-carboxamide